4-((6-(trifluoromethyl)pyrimidine-4-yl)oxy)benzoic acid FC(C1=CC(=NC=N1)OC1=CC=C(C(=O)O)C=C1)(F)F